C(C)(C)(C)OC(=O)N1C[C@@H](CCC1)N(C(=O)C1=C(C=C(C=C1)NC1=NC=CC(=N1)C(=O)OC)F)C1=NC=CC2=CC=CC(=C12)C methyl (R)-2-((4-((1-(tert-butoxycarbonyl)piperidin-3-yl)(8-methylisoquinolin-1-yl)carbamoyl)-3-fluorophenyl)amino)-pyrimidine-4-carboxylate